C(C=C)(=O)N1CCN(CC1)C1=NC(=C(C=2CN(CCC12)CC1=CC=CC=C1)C#N)N1CCN(CC1)C(C=C)=O 1,3-bis(4-acryloylpiperazin-1-yl)-6-benzyl-5,6,7,8-tetrahydro-2,6-naphthyridine-4-carbonitrile